FC1CC(N(C1)C(CC=1C=NC=NC1)=O)C(=O)NC(C1=CC=CC=C1)C1=CC(=C(C=C1)C(C)C)F 4-fluoro-N-{[3-fluoro-4-(propan-2-yl)phenyl](phenyl)methyl}-1-[2-(pyrimidin-5-yl)acetyl]pyrrolidine-2-carboxamide